C(C1=CC=CC=C1)OCCCCC(O[Si](C)(C)C)C(F)(F)F [5-benzyloxy-1-(trifluoromethyl)pentoxy]trimethylsilane